3-phenylpropyl methacrylate (3-phenylpropyl methacrylate) C1(=CC=CC=C1)CCCC=C(C(=O)O)C.C(C(=C)C)(=O)OCCCC1=CC=CC=C1